dimethyl-(4-butylphenyl)silane C[SiH](C1=CC=C(C=C1)CCCC)C